BrC=1C=NC2=CC=C(C=C2C1NC1=C(C(=O)OC)C=C(C=C1)F)Cl methyl 2-[(3-bromo-6-chloro-4-quinolinyl) amino]-5-fluoro-benzoate